C1(CC1)CC=1C2=C(N=C(N1)N)C(=NC(=C2)C2=C(C(=CC(=C2Cl)OC)OC)Cl)N (cyclopropylmethyl)-6-(2,6-dichloro-3,5-dimethoxyphenyl)pyrido[3,4-d]pyrimidine-2,8-diamine